O=C1OC2=C(C(N1)=O)C(=CC=C2)C(C(=O)OCC)CCCCCC ethyl 2,4-dioxo-1,3-benzoxazinyloctanoate